(R)-4-(methoxymethyl)-2-phenyl-4,5-dihydro-oxazole COC[C@H]1N=C(OC1)C1=CC=CC=C1